C(C)OCCN(CCC[Si](OCC)(OCC)OCC)CCOCC {3-[bis(ethoxyethyl)amino]propyl}triethoxysilane